2-amino-3-(3-hydroxy-5-methylisoxazol-4-yl)propionic acid NC(C(=O)O)CC=1C(=NOC1C)O